2-((5-fluoro-6-(trifluoro-methyl)benzo[d]oxazol-2-yl)amino)-1-methyl-1H-benzo[d]imidazole-5-carboxylic acid FC=1C(=CC2=C(N=C(O2)NC2=NC3=C(N2C)C=CC(=C3)C(=O)O)C1)C(F)(F)F